5-(4-fluorophenyl)-8-nitroquinoline FC1=CC=C(C=C1)C1=C2C=CC=NC2=C(C=C1)[N+](=O)[O-]